C(C#CC)(=O)C1CS(CCC1)(=O)=O 3-(but-2-ynoyl)-1λ6-thiane-1,1-dione